F[C@H]1CNCC[C@@H]1N(C(OCC1=CC=CC=C1)=O)C benzyl ((3S,4S)-3-fluoropiperidin-4-yl)(methyl)carbamate